benzyl [(5-ethenyl-1-{[2-(trimethylsilyl)ethoxy]methyl}-1H-benzimidazol-2-yl)methyl]carbamate C(=C)C1=CC2=C(N(C(=N2)CNC(OCC2=CC=CC=C2)=O)COCC[Si](C)(C)C)C=C1